N(=C=S)CCSCCN=C=S isothiocyanatoethyl thioether